4-(6-azabicyclo[3.1.1]heptan-3-yl)-2-(2,6-dioxopiperidin-3-yl)-5,6,7-trifluoroisoindoline-1,3-dione C12CC(CC(N1)C2)C2=C1C(N(C(C1=C(C(=C2F)F)F)=O)C2C(NC(CC2)=O)=O)=O